CC1O[C@@]2(C=C1)C(=CC[C@H]([C@@H]2C)C)C |r| (5RS,9RS,10SR)-2,6,9,10-tetramethyl-1-oxaspiro[4.5]deca-3,6-diene